benzyl-3-iodobenzamide C(C1=CC=CC=C1)C1=C(C(=O)N)C=CC=C1I